C(C1=CC=CC=C1)NC([C@H](CCN1N=NC(=C1)[Si](C)(C)C)NC(OC(C)(C)C)=O)=O Tert-butyl (S)-(1-(benzylamino)-1-oxo-4-(4-(trimethylsilyl)-1H-1,2,3-triazol-1-yl)butan-2-yl)carbamate